2-(5-chloro-2-fluoro-4-(4-hydroxy-3-isopropylbenzyl)-3-vinylphenoxy)-N-methylacetamide ClC=1C(=C(C(=C(OCC(=O)NC)C1)F)C=C)CC1=CC(=C(C=C1)O)C(C)C